(S)-2-amino-N-(4-(3-(2,6-dimethylpyridin-4-yl)phenyl)thiazol-2-yl)-3-methoxypropionamide N[C@H](C(=O)NC=1SC=C(N1)C1=CC(=CC=C1)C1=CC(=NC(=C1)C)C)COC